C1(=CC=CC=C1)C1=CC=C(C=C1)C1=CC=C(C=C1)C1=CC=CC=C1 para-quater-phenyl